N[C@@H]1C2=CC=CC=C2CC12CCN(CC2)C=2N=CC(=NC2CO)SC=2C(=C(C(=CC2)Cl)P(C)(C)=O)Cl (S)-(3-((5-(1-amino-1,3-dihydrospiro[indene-2,4'-piperidin]-1'-yl)-6-(hydroxymethyl)pyrazin-2-yl)thio)-2,6-dichlorophenyl)dimethylphosphine oxide